OCCOCCN(CCNC(=O)NCCC[Si](OCC)(OCC)OCC)C 1-(2-((2-(2-hydroxyethoxy)ethyl)(methyl)amino)ethyl)-3-(3-(triethoxysilyl)propyl)urea